C1(CCC1)C1C(NC2=CC=CC=C2N1N=O)=O 3-cyclobutyl-4-nitroso-1,3-dihydroquinoxalin-2-one